FC(C1=NN(C(=C1)C(F)F)CC(=O)N1CCC(CC1)C=1SC=C(N1)C1=NOC(C1)C1=C(C=CC=C1OCC#C)F)F 2-[3,5-bis(difluoromethyl)-1H-pyrazol-1-yl]-1-[4-(4-[5-[2-fluoro-6-(prop-2-yn-1-yloxy)phenyl]-4,5-dihydro-1,2-oxazol-3-yl]-1,3-thiazol-2-yl)piperidin-1-yl]ethanone